COC([SiH2]CNC([O-])=O)(OC)OC trimethoxy(methyl)silylmethylcarbamate